N1(C=CC=C1)C(=O)OC(C)(C)C t-butyl 1H-pyrrole-1-carboxylate